CC1=C(C(=CC(=C1C=1C=NC=CC1)C)C)B(C1=C(C(=C(C=C1C)C)C=1C=NC=CC1)C)C1=C(C(=C(C=C1C)C)C=1C=NC=CC1)C tris[2,4,6-trimethyl-3-(pyridine-3-yl)phenyl]borane